C(CCC)N/C(/CCNC(=O)C1=CC(=CN1C)C1=C(C(=O)N)C=CC(=N1)\C=C\C1=CC=C(C=C1)N(C)C)=N/CCCC (5-(((E)-3-(butylamino)-3-(butylimino)propyl)carbamoyl)-1-methyl-1H-pyrrol-3-yl)-6-((E)-4-(dimethylamino)styryl)nicotinamide